2,4-diamino-6-hydroxypyrimidine hydrochloride Cl.NC1=NC(=CC(=N1)N)O